O[C@H](CC(C(C)C)N1CC(C1)C=1C=C(C=2N(C1)C(=NC2)C)C2=C(C(=O)N(C(C)C)CC)C=C(C=C2)F)CO 2-(6-{1-[(5R)-5,6-dihydroxy-2-methylhexane-3-yl]azetidin-3-yl}-3-methylimidazo[1,5-a]pyridin-8-yl)-N-ethyl-5-fluoro-N-(isopropyl)benzamide